ClC1=CC=C(CN2C(=NN=C2C)N2N=C(C3=NC=CC=C32)C)C=C1 (4-(4-chlorobenzyl)-5-methyl-4H-1,2,4-triazol-3-yl)-3-methyl-1H-pyrazolo[4,3-b]pyridine